BrC=1C=NN(C1C1=CC=C(C=C1)C(F)(F)F)C1=CC=CC=C1 4-bromo-5-(4-trifluoromethylphenyl)-1-phenyl-1H-pyrazole